2-imino-3-(1-methyl-1H-indol-4-yl)thiazolidin-4-one (R)-1-(pyridin-3-yl)ethyl-(1-methyl-4-(6-methyl-5-(methyl-sulfonamido)pyridin-2-yl)-1H-1,2,3-triazol-5-yl)carbamate N1=CC(=CC=C1)[C@@H](C)N(C(O)=O)C1=C(N=NN1C)C1=NC(=C(C=C1)NS(=O)(=O)C)C.N=C1SCC(N1C1=C2C=CN(C2=CC=C1)C)=O